N1C(C=CC2=CC=CC=C12)=O 1H-quinolin-2-one